ethyl 3,3-diamino-2-nitroso-prop-2-enoate NC(=C(C(=O)OCC)N=O)N